O=C1NCC[C@H]1C[C@@H](C(=O)OC)NC(=O)[C@H]1NC[C@@H](C1)C1=CC=CC=C1 (S)-methyl 3-((S)-2-oxopyrrolidin-3-yl)-2-((2S,4S)-4-phenylpyrrolidine-2-carboxamido)propanoate